N-(6-(6-cyclopropyl-7-methoxyimidazo[1,2-a]pyridin-3-yl)pyridin-2-yl)-2-azaspiro[3.4]octan-6-amine C1(CC1)C=1C(=CC=2N(C1)C(=CN2)C2=CC=CC(=N2)NC2CC1(CNC1)CC2)OC